(12AR)-9-bromo-8-[3-(dimethylamino)prop-1-yn-1-yl]-10-fluoro-3,4,12,12a-tetrahydro-6H-pyrazino[2,1-c][1,4]benzoxazepine-2(1H)-carboxylic acid tert-butyl ester C(C)(C)(C)OC(=O)N1C[C@@H]2COC3=C(CN2CC1)C=C(C(=C3F)Br)C#CCN(C)C